4-(6-((1-(4-(Difluoromethyl)phenyl)-4-methyl-1H-1,2,3-triazol-5-yl)methoxy)pyridin-3-yl)piperidin-2-one FC(C1=CC=C(C=C1)N1N=NC(=C1COC1=CC=C(C=N1)C1CC(NCC1)=O)C)F